4-[[2-chloro-4-[[5-[6-(dimethylamino)-2,5-difluoro-3-pyridinyl]-1-methyl-imidazole-2-carbonyl]amino]benzoyl]amino]piperidine-1-carboxylic acid tert-butyl ester C(C)(C)(C)OC(=O)N1CCC(CC1)NC(C1=C(C=C(C=C1)NC(=O)C=1N(C(=CN1)C=1C(=NC(=C(C1)F)N(C)C)F)C)Cl)=O